tert-butyl 3-(1-(4-methoxybenzyl)-4-nitro-1H-pyrazol-5-yl)-6-methyl-6,7-dihydropyrazolo[1,5-a]pyrimidine-4(5H)-carboxylate COC1=CC=C(CN2N=CC(=C2C=2C=NN3C2N(CC(C3)C)C(=O)OC(C)(C)C)[N+](=O)[O-])C=C1